NC=1C=C(C=CC1)[C@H]1N([C@H](CC1)C)C(=O)OC(C)(C)C |o1:7,9| rel-tert-butyl (2S,5S)-2-(3-aminophenyl)-5-methylpyrrolidine-carboxylate